OC1=C(CNC(CN)(C)C)C=C(C=C1)OC N2-(2-hydroxy-5-methoxy-benzyl)-2-methyl-propane-1,2-diamine